The molecule is a prenol phosphate consisting of a single prenol unit attached to monophosphate It derives from a prenol. It is a conjugate acid of a prenyl phosphate(2-). CC(=CCOP(=O)(O)O)C